C(C)(C)(C)[S@](=O)N[C@H](CCCCC1=CC=C2CCCN(C2=N1)C(=O)OC(C)(C)C)C(S(=O)(=O)C1=CC=CC=C1)(F)F tert-butyl 7-((R)-5-(((S)-tert-butylsulfinyl)amino)-6,6-difluoro-6-(phenylsulfonyl)hexyl)-3,4-dihydro-1,8-naphthyridine-1(2H)-carboxylate